1-(4-phenyl-sulfanylphenyl)-butan-1-one oxime C1(=CC=CC=C1)C1=CC(=C(C=C1)C(CCC)=NO)S